BrC1=C(C=CC(=C1)O)C=1C(OC2=CC(=CC=C2C1)O)=O 3-(2-bromo-4-hydroxyphenyl)-7-hydroxycoumarin